CP(=O)(C)CC12CN(C(C1)C2)C(=O)OC(C)(C)C tert-Butyl 4-(Dimethylphosphorylmethyl)-2-azabicyclo[2.1.1]hexane-2-carboxylate